C(=C)C1=CC2=C(C3=C(S2)C=2C=CC=CC2C=C3)C=3C=CC=CC13 5-vinyl-dinaphthothiophene